1-(6-amino-pyridin-3-yl)piperidin-4-ol tert-butyl-2,8-diaza-spiro[4.5]decane-2-carboxylate C(C)(C)(C)C1N(CCC12CCNCC2)C(=O)OC2CCN(CC2)C=2C=NC(=CC2)N